(R)-4-methoxy-3-(N-(2-(2-methylpiperidin-1-yl)-5-(trifluoromethyl)phenyl)sulfamoyl)benzoic acid COC1=C(C=C(C(=O)O)C=C1)S(NC1=C(C=CC(=C1)C(F)(F)F)N1[C@@H](CCCC1)C)(=O)=O